ClC1=C(C=C(C=C1)F)[C@H]([C@@H](C)C=1N(C(C(=C(N1)C(=O)NC=1C=NOC1)O)=O)C)N1N=C(C=C1)C 2-((1S,2R)-1-(2-chloro-5-fluorophenyl)-1-(3-methyl-1H-pyrazol-1-yl)propan-2-yl)-5-hydroxy-N-(isoxazol-4-yl)-1-methyl-6-oxo-1,6-dihydropyrimidine-4-carboxamide